(1S,2S,3S,5R)-3-(2-(aminomethyl)-4-fluorophenoxy)-5-(4-methyl-7H-pyrrolo[2,3-d]pyrimidin-7-yl)cyclopentane-1,2-diol NCC1=C(O[C@@H]2[C@H]([C@H]([C@@H](C2)N2C=CC3=C2N=CN=C3C)O)O)C=CC(=C1)F